1-(6-(2-nitrovinyl) pyridin-2-yl) cyclopropane-1-carboxylate C1(CC1)C(=O)OC1=NC(=CC=C1)C=C[N+](=O)[O-]